2-(3-(2,6-dioxopiperidin-3-yl)phenoxy)acetic acid O=C1NC(CCC1C=1C=C(OCC(=O)O)C=CC1)=O